NC=1N=CN(C(C1C(=O)N[C@H]1C[C@H](CCC1)CN(C(OC(C)(C)C)=O)CC1=C(C=C(C=C1)OC)OC)=O)C1=C(C=C(C=C1C)OC)Cl tert-butyl (((1S,3R)-3-(4-amino-1-((S)-2-chloro-4-methoxy-6-methylphenyl)-6-oxo-1,6-dihydropyrimidine-5-carboxamido)cyclohexyl)methyl)(2,4-dimethoxybenzyl)carbamate